COCCN1N=CC(=C1)C1=NC=2N3C(N(C(C2N1)=O)CCC)=NC=C3 2-[1-(2-methoxyethyl)pyrazol-4-yl]-5-propyl-3H-imidazo[2,1-B]purin-4-one